5-(3,4-difluorophenyl)-3,3-dimethyl-N-pentylmorpholine-4-carboxamide FC=1C=C(C=CC1F)C1COCC(N1C(=O)NCCCCC)(C)C